N1C(NCCCCC1)=O 1,3-Diazocan-2-one